[NH4+].[NH4+].OC=1C(=C(C(=C(C1[N+](=O)[O-])O)[N+](=O)[O-])Cl)[N+](=O)[O-] 3,5-dihydroxy-2,4,6-trinitrochlorobenzene bisammonium salt